(S)-(6,7-dimethoxy-1-(2-(6-methyl-1H-indol-3-yl)ethyl)-3,4-dihydroisoquinolin-2(1H)-yl)(tetrahydro-2H-pyran-4-yl)methanone COC=1C=C2CCN([C@H](C2=CC1OC)CCC1=CNC2=CC(=CC=C12)C)C(=O)C1CCOCC1